3-(4-(1,2,3,6-tetrahydropyridin-4-yl)phenyl)prop-2-yn-1-amine N1CCC(=CC1)C1=CC=C(C=C1)C#CCN